C(C1=CC=CC=C1)OC=1C(=C(NC2=CC(=C(C=C2)F)F)C=C(C1)F)C#CC(CO[Si](C)(C)C(C)(C)C)(C)C 3-(benzyloxy)-2-(4-((tert-butyldimethylsilyl)oxy)-3,3-dimethylbut-1-yn-1-yl)-N-(3,4-difluorophenyl)-5-fluoroaniline